tert-butyl (5-bromo-1,3,4-thiadiazol-2-yl)(methyl)carbamate BrC1=NN=C(S1)N(C(OC(C)(C)C)=O)C